C(C)(C)(C)OC(=O)NCCCCN[C@@H]1C[C@H](CC1)NC1=NC=C(C(=N1)C1=CNC2=C(C(=CC=C12)C(=O)O)P(=O)(C)C)C(F)(F)F 3-(2-(((1S,3S)-3-((4-((tert-butoxycarbonyl)amino)butyl)amino)cyclopentyl)amino)-5-(Trifluoromethyl)pyrimidin-4-yl)-7-(dimethylphosphoryl)-1H-indole-6-carboxylic acid